C[C@](N(C(=O)C1CCNCC1)C)(C(C)C)C(=O)O methyl-N-methyl-N-(piperidine-4-carbonyl)-L-valine